FC1(CN(C1)CC1=CC(=C2CN(C(C2=C1)=O)C1=CC(=CC=C1)[C@@H](CC1=NN=CN1C)C)C(F)(F)F)F (R)-6-((3,3-difluoroazetidin-1-yl)methyl)-2-(3-(1-(4-methyl-4H-1,2,4-triazol-3-yl)propan-2-yl)phenyl)-4-(trifluoromethyl)isoindolin-1-one